C(#N)C1=C(C(=C(C=C1)N1C(N(C(C1=O)(C)C)CCCC(=O)O)=S)F)SC 4-[3-(4-cyano-2-fluoro-3-methylthio-phenyl)-5,5-dimethyl-4-oxo-2-thioxo-imidazolidin-1-yl]butyric acid